(S)-4-(1-(dimethylamino)-2-methylpropan-2-yl)-N'-((1,2,3,5,6,7-hexahydro-s-indacen-4-yl)carbamoyl)benzenesulfonimidamide CN(CC(C)(C)C1=CC=C(C=C1)[S@](=O)(N)=NC(NC1=C2CCCC2=CC=2CCCC12)=O)C